CN1C(CC2=CC=CC=C12)=O methylindoline-2-one